C(C)(C)(C)OC(=O)N1C[C@H]2N(C3=C(OCC2)C=C(C=C3)I)CC1 (S)-9-iodo-1,2,4,4a,5,6-hexahydro-3H-benzo[b]pyrazino[1,2-d][1,4]oxazepine-3-carboxylic acid tert-butyl ester